CN(CCCOC1=NC=C(C=C1NS(=O)(=O)C1=CSC=C1)C1=CC=2C3=C(C=NC2C=C1)N(C(C31CC1)=O)C)C N-(2-(3-(Dimethylamino)propoxy)-5-(3'-methyl-2'-oxo-2',3'-dihydrospiro[cyclopropane-1,1'-pyrrolo[2,3-c]quinolin]-8'-yl)pyridin-3-yl)thiophene-3-sulfonamide